[Cl-].CO[Si](OC)(OC)CCCC(CC)N1C=[N+](C=C1)C(CC)CCC[Si](OC)(OC)OC 1,3-Bis(trimethyloxysilylpropylpropyl)imidazolium chloride